racemic-N-(1-benzyl-3,3,3-trifluoro-1-methyl-propyl)-8-fluoro-quinoline-3-carboxamide C(C1=CC=CC=C1)[C@@](CC(F)(F)F)(C)NC(=O)C=1C=NC2=C(C=CC=C2C1)F |r|